(S)-(2-cyclopropyl-4-(trifluoromethyl)oxazol-5-yl)(4-(4-fluorobenzo[d]thiazol-2-yl)-1,4,6,7-tetrahydro-5H-imidazo[4,5-c]pyridin-5-yl)methanone C1(CC1)C=1OC(=C(N1)C(F)(F)F)C(=O)N1[C@@H](C2=C(CC1)NC=N2)C=2SC1=C(N2)C(=CC=C1)F